CC=1N=C(SC1C(=O)O)NC(CCNC(C1=CC(=CC=C1)C1=NOC(=N1)C)=O)=O 4-methyl-2-[3-[[3-(5-methyl-1,2,4-oxadiazol-3-yl)benzoyl]-amino]propanoylamino]thiazole-5-carboxylic acid